BrC1=C(C=C(C(=O)N2CC=3N(CC2C)C(N(C3C(=O)NCC3=C(C=CC=C3)N3N=CC(=C3)C)C3=CC=C(C=C3)OC3CC3)=O)C=C1)Cl 7-(4-bromo-3-chloro-benzoyl)-2-[4-(cyclopropoxy)phenyl]-6-methyl-N-[[2-(4-methylpyrazol-1-yl)phenyl]methyl]-3-oxo-6,8-dihydro-5H-imidazo[1,5-a]pyrazine-1-carboxamide